2'-chloro-6'-(6-fluoro-5-methoxy-1H-1,3-benzodiazol-2-yl)-N2-methoxy-N4-[(1R)-1-phenylbutyl]-[1,1'-biphenyl]-2,4-dicarboxamide ClC1=C(C(=CC=C1)C1=NC2=C(N1)C=C(C(=C2)OC)F)C=2C(=CC(=CC2)C(=O)N[C@H](CCC)C2=CC=CC=C2)C(=O)NOC